N-eicosapentaenoyl-glutamine C(C=CC=CC=CC=CC=CCCCCCCCCC)(=O)N[C@@H](CCC(N)=O)C(=O)O